3-[(S)-1-(5-iodo-1H-benzoimidazol-2-yl)-2-phenyl-ethyl]-imidazoline-2,4-dione IC1=CC2=C(NC(=N2)[C@H](CC2=CC=CC=C2)N2C(NCC2=O)=O)C=C1